tetrapropyl-1-(tert-butyl)-1H-pyrrole-2,3,4,5-tetracarboxylic acid C(CC)OC(=O)C1=C(C(=C(N1C(C)(C)C)C(=O)OCCC)C(=O)OCCC)C(=O)OCCC